C(CCCCCCCCC(=O)OC1CC(N(C(C1)(C)C)OCCCCCCCC)(C)C)(=O)OC1CC(N(C(C1)(C)C)OCCCCCCCC)(C)C Bis-(1-octyloxy-2,2,6,6-tetramethyl-4-piperidinyl) sebacate